CO[Si](OC)(OC)CCCNCCC[Si](OC)(OC)OC bis-(trimethoxysilyl-propyl)amine